C(C)OC(=O)C1=C(C2=C(N(C1=O)C)CC[C@@H]2C)O (5S)-4-hydroxy-1,5-dimethyl-2-oxo-6,7-dihydro-5H-cyclopenta[b]pyridine-3-carboxylic acid ethyl ester